OC[C@@]12C(OCC2C1)=O (1R)-1-(hydroxymethyl)3-oxabicyclo[3.1.0]hexan-2-one